ClC=1C=C2C=CN(C2=C(C1)C1=C2C(=NC=C1)C=C(S2)CN2C(CN(CC2=O)C)=O)CC2(CCNCC2)C#N 4-((5-Chloro-7-(2-((4-methyl-2,6-dioxopiperazin-1-yl)methyl)thieno[3,2-b]Pyridin-7-yl)-1H-indol-1-yl)methyl)piperidine-4-carbonitrile